4-[4-Cyano-6-(2-fluoro-6-methyl-phenyl)-3-hydroxy-pyridin-2-yl]-4-oxo-butyric acid C(#N)C1=C(C(=NC(=C1)C1=C(C=CC=C1C)F)C(CCC(=O)O)=O)O